(1z,2e)-1-(2-Fluorophenyl)-3-(4-hydroxyphenyl)-2-propen-1-one C1=CC=C(C(=C1)C(=O)/C=C/C2=CC=C(C=C2)O)F